ClC=1C=C2C=NC(=NC2=CC1N1CCN(CC1)[C@@]1([C@@H](COC1)O)C)NC=1C=NN(C1Cl)C |o1:17,18| (3S,4S) or (3R,4R)-4-[4-{6-chloro-2-[(5-chloro-1-methyl-1H-pyrazol-4-yl)amino]quinazolin-7-yl}piperazin-1-yl]-4-methyloxolan-3-ol